(S)-tert-butyl 4-(6-chloro-1-(4,6-diethylpyrimidin-5-yl)-7-(2-fluorophenyl)-2-oxo-1,2-dihydropyrido[2,3-d]pyrimidin-4-yl)-3-methylpiperazine-1-carboxylate ClC1=CC2=C(N(C(N=C2N2[C@H](CN(CC2)C(=O)OC(C)(C)C)C)=O)C=2C(=NC=NC2CC)CC)N=C1C1=C(C=CC=C1)F